N[S@@](=NC(CC1=C(C=C(C=C1C(C)C)C#N)C(C)C)=O)(=O)C1=C(N=C(S1)C(C)(C)O)CCO (S)-N-(amino(4-(2-hydroxyethyl)-2-(2-hydroxypropan-2-yl)thiazol-5-yl)(oxo)-λ6-sulfaneylidene)-2-(4-cyano-2,6-diisopropylphenyl)acetamide